(2R,3R,4R)-4-{2-[(Cyclopropylmethyl)amino]ethyl}-9-methyl-2-(4-methylphenyl)-2,3,4,9-tetrahydro-1H-carbazol-3-amine C1(CC1)CNCC[C@H]1[C@@H]([C@H](CC=2N(C3=CC=CC=C3C12)C)C1=CC=C(C=C1)C)N